N-(4-bromo-2-fluorophenyl)-6-methyl-1H-indole-3-sulfonamide BrC1=CC(=C(C=C1)NS(=O)(=O)C1=CNC2=CC(=CC=C12)C)F